C1(CCC12OCCCC2)N2N=CC(=C2)C=2C(=C(C=CC2)NC2=CC(=NC=C2C(=O)N)NC(=O)C2CC2)OC 4-((3-(1-(5-oxaspiro[3.5]nonan-1-yl)-1H-pyrazol-4-yl)-2-methoxyphenyl)amino)-6-(cyclopropanecarboxamido)nicotinamide